(S)-(7-(3,4-dimethoxyphenyl)pyrazolo[1,5-a]pyrimidin-2-yl)(4-(furan-2-carbonyl)-3-methylpiperazin-1-yl)methanone COC=1C=C(C=CC1OC)C1=CC=NC=2N1N=C(C2)C(=O)N2C[C@@H](N(CC2)C(=O)C=2OC=CC2)C